C(C)(C)C1=C(NC2=CN=C(C(=C21)C)N2CCC(CC2)N2CCOCC2)C=2C=C(C=1N(C2)N=CN1)OC 4-(1-(3-isopropyl-2-(8-methoxy-[1,2,4]triazolo[1,5-a]pyridin-6-yl)-4-methyl-1H-pyrrolo[2,3-c]pyridin-5-yl)piperidin-4-yl)morpholine